BrC=1C(=CC(=C(C1)C1=CC=C2C(=CN=NC2=C1)NCC1=C(C=C(C=C1)OC)OC)C=1OC(=CN1)C(F)F)OC 7-[5-bromo-2-[5-(difluoromethyl)oxazol-2-yl]-4-methoxy-phenyl]-N-[(2,4-dimethoxyphenyl)methyl]cinnolin-4-amine